C(C)OC(=O)C=1C(=NSC1C1=CC=C(C=C1)Br)C 5-(4-bromophenyl)-3-methylisothiazole-4-carboxylic acid ethyl ester